C(C)(C)(C)OCCN(CCC(C(=O)O)NC(CC(CC)(C)C)=O)CCCCC1=NC=2NCCCC2C=C1 4-[2-tert-butoxyethyl-[4-(5,6,7,8-tetrahydro-1,8-naphthyridin-2-yl)butyl]amino]-2-(3,3-dimethylpentanoylamino)butanoic acid